C(C)(C)(C)C1=C(C=O)C=CC(=C1F)F tert-butyl-3,4-difluorobenzaldehyde